(R)-5-phenyl-N-(pyrrolidin-3-yl)pyrimidine-2-carboxamide TFA salt OC(=O)C(F)(F)F.C1(=CC=CC=C1)C=1C=NC(=NC1)C(=O)N[C@H]1CNCC1